ClC=1SC2=C(N1)C(=CC(=C2)F)C(C(C)(C)C)O 1-(2-chloro-6-fluorobenzo[d]thiazol-4-yl)-2,2-dimethylpropan-1-ol